CS(=O)(=O)OC1=C(C(=CC=C1)OS(=O)(=O)C)OS(=O)(=O)C 1,2,3-trimethylsulfonyloxybenzene